(S)-5-(5-cyano-2-fluorophenyl)-7-methyl-N-(1,1,1-trifluoropropan-2-yl)pyrazolo[1,5-a]Pyrimidine C(#N)C=1C=CC(=C(C1)C1=NC=2N(C(=C1)C)N(CC2)[C@H](C(F)(F)F)C)F